OC1=CC=C(C=C1)C1(CCCCC1)C1=CC=C(C=C1)O 1,1-Bis(4-hydroxyphenyl)-cyclohexane